N(=[N+]=[N-])[C@H]1C[C@H](N(C1)CCCCCC(OCCCCCCCCCCC)=O)C(=O)OCCCCCCCC(=O)OC(CCCCCCCC)CCCCCCCC [8-(1-octylnonoxy)-8-oxo-octyl] (2S,4S)-4-azido-1-(6-oxo-6-undecoxy-hexyl)pyrrolidine-2-carboxylate